N-(6-chloro-3-iodopyridin-2-yl)-N-(methylsulfonyl)methanesulfonamide silicon-zinc-boron-aluminum [Al].[B].[Zn].[Si].ClC1=CC=C(C(=N1)N(S(=O)(=O)C)S(=O)(=O)C)I